N-(2,4-diaminophenyl)thiourea NC1=C(C=CC(=C1)N)NC(=S)N